(R)-1-(3-amino-4-(phenylthio)butyl)piperidin-4-ol N[C@H](CCN1CCC(CC1)O)CSC1=CC=CC=C1